Methylcarbamoyl-3-phenyl-2,3-dihydrobenzofuran-5-carboxylic acid CNC(=O)C1OC2=C(C1C1=CC=CC=C1)C=C(C=C2)C(=O)O